C(CCCCCC)OC(=O)CCCN(CCCCCCO)CCCC(=O)OCCCCCCC 6-(Di((heptyloxycarbonyl)propyl)amino)hexan-1-ol